C(\C=C\C)OC1=NN=C(S1)NC(C1=CN=C(C=C1C1=C(C(=CC=C1OC)C(F)(F)F)F)C)=O (E)-N-(5-(but-2-en-1-yloxy)-1,3,4-thiadiazol-2-yl)-4-(2-fluoro-6-methoxy-3-(trifluoromethyl)phenyl)-6-methylnicotinamide